ClC1=CC(=C(C=C1)N1C([C@@H](N(C(C1)=O)CC1=CC=C(C=C1)F)C1CC(C1)O)=O)F (S)-1-(4-chloro-2-fluoro-phenyl)-4-(4-fluorobenzyl)-3-((1r,3S)-3-hydroxy-cyclobutyl)-piperazine-2,5-dione